methyl 4-(3,5-difluoro-2-(1-fluoroethyl) phenyl)-2-(fluoromethyl)-5-oxo-1,4,5,7-tetrahydrofurano[3,4-b]pyridine-3-carboxylate FC=1C(=C(C=C(C1)F)C1C2=C(NC(=C1C(=O)OC)CF)COC2=O)C(C)F